2-oxa-5-azabicyclo[2.2.2]octane hydrochloride Cl.C12OCC(NC1)CC2